3-(((E)-(9-butyl-1-methyl-β-carbolin-3-yl)methylene)hydrazino)indol-2-one C(CCC)N1C2=CC=CC=C2C=2C=C(N=C(C12)C)\C=N\NC=1C(N=C2C=CC=CC12)=O